COC1=CC2=C(OC[C@H]3N2CC[C@@H](C3)N3CCOCC3)C=C1NC=1N=C(C3=C(N1)NC=C3)NC3=C(C=CC=C3)P(C)(C)=O (2-((2-(((6aS,8S)-2-methoxy-8-morpholino-6,6a,7,8,9,10-hexahydrobenzo[b]pyrido[1,2-d][1,4]oxazin-3-yl)amino)-7H-pyrrolo[2,3-d]pyrimidin-4-yl)amino)phenyl)dimethylphosphine oxide